N1C[C@H](OCC1)CCON1C(C2=CC=CC=C2C1=O)=O 2-[2-[(2R)-morpholin-2-yl]ethoxy]isoindoline-1,3-dione